4-octyl-2,6-di(trimethylstannyl)-4H-dithieno[3,2-b:2',3'-d]pyrrole C(CCCCCCC)N1C2=C(C3=C1C=C(S3)[Sn](C)(C)C)SC(=C2)[Sn](C)(C)C